1-(2,2-dimethyl-4-(2-(6-(trifluoromethyl)imidazo[1,2-a]pyridin-3-yl)pyrimidin-4-yl)piperazin-1-yl)ethan-1-one CC1(N(CCN(C1)C1=NC(=NC=C1)C1=CN=C2N1C=C(C=C2)C(F)(F)F)C(C)=O)C